(5-Bromo-1-methyl-1H-imidazol-2-yl)methanol BrC1=CN=C(N1C)CO